ClC1=C(C=CC=C1)C1=C(C2=C(N=C(N=C2)NC2=CC(=C(C=C2)N2CCN(CC2)C)OC)N(C1=O)[C@@H]1CN(CCC1)CCC)C (S)-6-(2-chlorophenyl)-2-((3-methoxy-4-(4-methylpiperazin-1-yl)phenyl)amino)-5-methyl-8-(1-propylpiperidin-3-yl)pyrido[2,3-d]pyrimidin-7(8H)-one